C1(CC1)NC1=C(C=NC(=C1)NC1=NC2=CC=NC=C2C=C1)C(=O)NCC(COC1=C2C(N(C(C2=CC=C1)=O)C1C(NC(CC1)=O)=O)=O)F 4-(Cyclopropylamino)-N-[3-[2-(2,6-dioxo-3-piperidyl)-1,3-dioxo-isoindolin-4-yl]oxy-2-fluoro-propyl]-6-(1,6-naphthyridin-2-ylamino)pyridine-3-carboxamide